C(C)(C)(C)OC(=O)N1C(=C(C(CC1)C(F)(F)F)C1OCCO1)C1=NC=CC=C1 (1,3-Dioxolan-2-yl)-4-(trifluoromethyl)-5,6-dihydro-[2,2'-bipyridine]-1(4H)-carboxylic acid tert-butyl ester